C(C=1C(O)=CC=CC1)=NCCCN=CC=1C(O)=CC=CC1 N,N'-bis(salicylidene)1,3-propanediamine